ClC1=NC=C(C(=O)NC([2H])([2H])[2H])C(=C1)NC1=NN(C2=C1C(N(C=C2)CC2C(C2)(F)F)=O)C 6-Chloro-4-((5-((2,2-difluorocyclopropyl)methyl)-1-methyl-4-oxo-4,5-dihydro-1H-pyrazolo[4,3-c]pyridin-3-yl)amino)-N-(methyl-d3)nicotinamide